FC1=CC=C(C=C1)[C@@H]1N(CCC2=CC=CC=C12)C1=N[C@]2(CO1)C[C@@H](CC2)NC(OC(C)(C)C)=O tert-butyl ((5S,7R)-2-((S)-1-(4-fluorophenyl)-3,4-dihydroisoquinolin-2(1H)-yl)-3-oxa-1-azaspiro[4.4]non-1-en-7-yl)carbamate